bis(2,4,6-trimethylbenzoyl)-(2,4-dipentyloxyphenyl)phosphine oxide CC1=C(C(=O)P(C2=C(C=C(C=C2)OCCCCC)OCCCCC)(C(C2=C(C=C(C=C2C)C)C)=O)=O)C(=CC(=C1)C)C